FC1=CC=C(CC=2C=NN(C2)C(=O)N[C@@H]2C(N(C3=C(OC2)C=CC(=C3)OCCCC(C)(C)O)C)=O)C=C1 (S)-4-(4-fluorobenzyl)-N-(7-((4-hydroxy-4-methylpentyl)oxy)-5-methyl-4-oxo-2,3,4,5-tetrahydrobenzo[b][1,4]oxazepin-3-yl)-1H-pyrazole-1-carboxamide